3-Aminopyridine-4-carbonitrile NC=1C=NC=CC1C#N